1-(1-benzylpyrrolidine-3-yl)-3-(3-fluorophenyl)urea C(C1=CC=CC=C1)N1CC(CC1)NC(=O)NC1=CC(=CC=C1)F